N'-({(2S)-1-[(1R,2R)-2-(2',6'-difluoro[1,1'-biphenyl]-2-yl)cyclopropane-1-carbonyl]azetidin-2-yl}methyl)-N,N-dimethylsulfuric diamide FC1=C(C(=CC=C1)F)C1=C(C=CC=C1)[C@H]1[C@@H](C1)C(=O)N1[C@@H](CC1)CNS(N(C)C)(=O)=O